C(C(=C)C)(=O)OCCCCCCCCCC decyl methacrylate